Nα-Fmoc-glycine C(=O)(OCC1C2=CC=CC=C2C2=CC=CC=C12)NCC(=O)O